C(C1=CC=CC=C1)OC1=CC=C(CN2N=NC(=C2N)C2=CC=C(C=C2)OCCN(CC)CC)C=C1 1-(4-(benzyloxy)benzyl)-4-(4-(2-(diethylamino)ethoxy)phenyl)-1H-1,2,3-triazol-5-amine